C(#N)C(C1CN(CC1)C(=O)OC(C)(C)C)O[Si](C)(C)C tert-butyl 3-(cyano((trimethylsilyl)oxy)methyl)pyrrolidine-1-carboxylate